OCCN[C@H]1CCC2=C(C=CC=C12)C1=NOC(=N1)C=1C=CC(=C(C#N)C1)OC(C)C 5-(3-{(1S)-1-[(2-hydroxyethyl)amino]-2,3-dihydro-1H-inden-4-yl}-1,2,4-oxadiazol-5-yl)-2-[(propan-2-yl)oxy]benzonitrile